(R)-5-(9-((1H-Benzo[d][1,2,3]triazol-5-yl)methyl)-3-methyl-10-oxo-1,2,3,4,7,8,9,10-octahydropyrido[4',3':3,4]pyrazolo[1,5-a]pyrazine-2-carbonyl)-2-chlorobenzonitrile N1N=NC2=C1C=CC(=C2)CN2C(C=1N(CC2)N=C2C1CN([C@@H](C2)C)C(=O)C=2C=CC(=C(C#N)C2)Cl)=O